N-[(4-{[2-(2-hydroxyethoxy)phenyl]sulfamoyl}phenyl)methyl]-1H-pyrrolo[3,2-c]pyridine-2-carboxamide OCCOC1=C(C=CC=C1)NS(=O)(=O)C1=CC=C(C=C1)CNC(=O)C1=CC=2C=NC=CC2N1